[N+](=O)([O-])C1=CC(=C(C=C1O)O)[N+](=O)[O-].[K] potassium dinitroresorcinol